CCC(C)C(=O)O (+/-)-2-methylbutyric acid